Pentanetriamine C(CCCC)(N)(N)N